Imidazole-2-amine N1C(=NC=C1)N